N-(3-Chlorobenzyl)-2-ethynylthiazole-4-carboxamide ClC=1C=C(CNC(=O)C=2N=C(SC2)C#C)C=CC1